2-amino-6-methoxypyridine-3,5-dinitrile NC1=NC(=C(C=C1C#N)C#N)OC